(2e,4s,5s,6r,8e,10e)-5-((tert-butyldimethylsilyl)oxy)-4,6-dimethyldodeca-2,8,10-trienal [Si](C)(C)(C(C)(C)C)O[C@H]([C@H](/C=C/C=O)C)[C@@H](C\C=C\C=C\C)C